4-[2-(2,4-difluorophenoxy)-5-(methylsulfonyl)phenyl]-6-methyl-2-[(4-methylpiperazin-1-yl)carbonyl]-1,6-dihydro-7H-pyrrolo[2,3-c]pyridin-7-one FC1=C(OC2=C(C=C(C=C2)S(=O)(=O)C)C=2C3=C(C(N(C2)C)=O)NC(=C3)C(=O)N3CCN(CC3)C)C=CC(=C1)F